FC1=CC=C(C=C1)C=1N=C(SC1)NC(C1=C(C=CC=C1)NS(=O)(=O)C1=CC=CC=C1)=O N-[4-(4-fluorophenyl)-2-thiazolyl]-2-[(phenylsulfonyl)amino]-benzamide